C(C)(C)(C)OC(=O)NCCN1C=C(C=C1)C(=O)OC methyl 1-(2-((tert-butoxycarbonyl) amino) ethyl)-1H-pyrrole-3-carboxylate